CC1=C(C(=CC=C1)C)C1=CC(=NC(=C1)C(F)(F)F)C=N[S@](=O)C(C)(C)C (R)-N-[[4-(2,6-dimethylphenyl)-6-(trifluoromethyl)-2-pyridyl]methylene]-2-methyl-propane-2-sulfinamide